methyl 5-amino-4-hydroxy-2-methyl-[1,1'-biphenyl]-3-carboxylate NC=1C(=C(C(=C(C1)C1=CC=CC=C1)C)C(=O)OC)O